5-bromo-6-fluoro-1,3-benzoxazole BrC=1C(=CC2=C(N=CO2)C1)F